4-((7-((4,4-dioxido-2,3-dihydrobenzo[b][1,4]oxathiin-7-yl)amino)-2,6-naphthyridin-1-yl)ethynyl)benzonitrile O=S1(C2=C(OCC1)C=C(C=C2)NC2=NC=C1C=CN=C(C1=C2)C#CC2=CC=C(C#N)C=C2)=O